2-(2,3-Dihydroxy-propylamino)-1-propyl-8-[1-(3-trifluoromethyl-benzyl)-1H-pyrazol-4-yl]-1,7-dihydro-purin-6-one OC(CNC=1N(C(C=2NC(=NC2N1)C=1C=NN(C1)CC1=CC(=CC=C1)C(F)(F)F)=O)CCC)CO